phenyl 3-((5-bromo-2-hydroxy-3-methylphenyl)sulfonamido)-5-(1-cyanocyclobutyl)-2-hydroxybenzoate BrC=1C=C(C(=C(C1)S(=O)(=O)NC=1C(=C(C(=O)OC2=CC=CC=C2)C=C(C1)C1(CCC1)C#N)O)O)C